5-(2-((3-Methoxypropyl)amino)pyridin-4-yl)-1H-indazol-3-amine COCCCNC1=NC=CC(=C1)C=1C=C2C(=NNC2=CC1)N